C1(CC1)[C@@H]1NC2=C(C(N(C=3C=CC(=CC23)NC2=CC(=NC=C2F)N2CC(C(CC2)F)F)C)=O)OCC1(F)F (2S)-2-Cyclopropyl-10-((2-(3,4-difluoropiperidin-1-yl)-5-fluoropyridin-4-yl)amino)-3,3-difluoro-7-methyl-1,2,3,4-tetrahydro-[1,4]oxazepino[2,3-c]chinolin-6(7H)-on